C(C)(=O)N[C@@H](CSCCO)C(=O)O N-acetyl-S-(2-hydroxyethyl)-L-cysteine